N1(C=CC2=CC=CC=C12)CC(=O)ON=C1CC=CC=C1 Benzenone O-(2-(1H-indol-1-yl)acetyl) oxime